4-chloro-2,5-dimethyl-N-(3-(4-methylthiazol-2-yl)phenyl)benzenesulfonamide ClC1=CC(=C(C=C1C)S(=O)(=O)NC1=CC(=CC=C1)C=1SC=C(N1)C)C